C(C)(=O)C1=C(NC2=C(C=CC(=C2C1=O)Cl)Br)SCC1=CC=CC=C1 3-acetyl-2-(benzylthio)-8-bromo-5-chloroquinolin-4(1H)-one